2-[[4-[3-fluoro-5-isobutyl-2-(2H-tetrazol-5-yl)phenyl]piperazin-1-yl]methyl]-5-methyl-thiazole FC=1C(=C(C=C(C1)CC(C)C)N1CCN(CC1)CC=1SC(=CN1)C)C=1N=NNN1